N-[6,6-dimethyl-5-(1-methylpiperidine-4-carbonyl)-1,4-dihydropyrrolo[3,4-c]pyrazol-3-yl]-3-methylbutanamide CC1(N(CC2=C1NN=C2NC(CC(C)C)=O)C(=O)C2CCN(CC2)C)C